1-methoxy-2-(methoxymethoxy)ethane COCCOCOC